tert-Butyl 4-[(3,4-diamino-2-fluorophenyl)methyl]piperidine-1-carboxylate NC=1C(=C(C=CC1N)CC1CCN(CC1)C(=O)OC(C)(C)C)F